C1=CC=CC2=NC3=CC=CC=C3C(=C12)NC(=O)C1=NN(C(=CC1=O)C)C1=CC=CC=C1 N-(acridin-9-yl)-6-methyl-4-oxo-1-phenyl-1,4-dihydropyridazine-3-carboxamide